1,3,4-tricyanohexane C(#N)CCC(C(CC)C#N)C#N